butyl 4-hydroxy-4-(4-(5-(4-(trifluoromethyl)phenyl) octahydropyrrolo[3,4-c]pyrrole-2-carbonyl)phenyl)piperidine-1-carboxylate OC1(CCN(CC1)C(=O)OCCCC)C1=CC=C(C=C1)C(=O)N1CC2CN(CC2C1)C1=CC=C(C=C1)C(F)(F)F